3-amino-N-tert-butyl-5-(2-propan-2-yl-pyrazol-3-yl)-benzamide NC=1C=C(C(=O)NC(C)(C)C)C=C(C1)C=1N(N=CC1)C(C)C